(4-isopropylphenyl)(S)-2-((S)-cinnamamido-3-cyclohexylpropionamido)-3-((S)-2-oxopyrrolidin-3-yl)propane 2-hydroxy-3-(2-methoxyphenoxy)propyl-carbamate OC(CNC(O)=O)COC1=C(C=CC=C1)OC.C(C)(C)C1=CC=C(C=C1)C[C@H](C[C@H]1C(NCC1)=O)NC(C[C@@H](C1CCCCC1)NC(C=CC1=CC=CC=C1)=O)=O